(S)-5-(1-(1-(5-(5-(difluoromethyl)-1,3,4-oxadiazol-2-yl)pyridin-2-yl)ethyl)-1H-1,2,3-triazol-4-yl)pyridin-2-amine FC(C1=NN=C(O1)C=1C=CC(=NC1)[C@H](C)N1N=NC(=C1)C=1C=CC(=NC1)N)F